Cl.IC=1C=C(CN)C=CC1 3-iodobenzylamine hydrochloride